C(=O)N[C@@]1([C@@H](CC[C@]2([C@@H](C(CC[C@H]12)=C)C=CC=1C(OCC1)=O)C)OC([C@H](CC1=CC=CC=C1)N)=O)C (S)-(1S,2R,4aS,5R,8aS)-1-formamido-1,4a-dimethyl-6-methylene-5-((R)-2-(2-oxo-2,5-dihydrofuran-3-yl)ethenyl)decahydronaphthalen-2-yl-2-amino-3-phenylpropanoate